9,9',9'',9'''-(3-(2,6-diphenylpyridin-3-yl)-6-(2,6-diphenylpyrimidin-4-yl)benzene-1,2,4,5-tetrayl)tetrakis(3,6-dimethyl-9H-carbazole) C1(=CC=CC=C1)C1=NC(=CC=C1C=1C(=C(C(=C(C1N1C2=CC=C(C=C2C=2C=C(C=CC12)C)C)N1C2=CC=C(C=C2C=2C=C(C=CC12)C)C)C1=NC(=NC(=C1)C1=CC=CC=C1)C1=CC=CC=C1)N1C2=CC=C(C=C2C=2C=C(C=CC12)C)C)N1C2=CC=C(C=C2C=2C=C(C=CC12)C)C)C1=CC=CC=C1